(S)-2-(1-(2-cyano-6-methoxyphenyl)cyclopropane-1-carboxamido)-4-(((S)-3-fluoro-2-methoxypropyl)(4-(5,6,7,8-tetrahydro-1,8-naphthyridin-2-yl)butyl)amino)butanoic acid C(#N)C1=C(C(=CC=C1)OC)C1(CC1)C(=O)N[C@H](C(=O)O)CCN(CCCCC1=NC=2NCCCC2C=C1)C[C@@H](CF)OC